2-fluoro-N-(6-(3-(hydroxymethyl)-1H-pyrrolo[2,3-b]pyridin-5-yl)imidazo[1,2-a]pyridin-2-yl)cyclopropane-1-carboxamide FC1C(C1)C(=O)NC=1N=C2N(C=C(C=C2)C=2C=C3C(=NC2)NC=C3CO)C1